BrC=1C(=C(OC(CCN2CC(CC2)O)C)C=CC1)Cl N-(3-(3-bromo-2-chlorophenoxy)butyl)pyrrolidin-3-ol